2,4-dimethyl-3-pentanone oxime CC(C)C(C(C)C)=NO